tert-butyl (cyclobutylmethyl)(1-(5-(hydroxymethyl)thiazol-2-yl)piperidin-3-yl)carbamate C1(CCC1)CN(C(OC(C)(C)C)=O)C1CN(CCC1)C=1SC(=CN1)CO